ClCCCCCOC1=CC=CC(=N1)NC=1C=C2C(=CN=C(C2=CN1)NC)C=1OC2=C(N1)C=C(C=C2)O 2-[6-[[6-(5-chloropentoxy)-2-pyridyl]amino]-1-(methylamino)-2,7-naphthyridin-4-yl]-1,3-benzoxazol-5-ol